6-((1R,3r,5S,6r)-6-(3-Iodo-1-isopropyl-1H-pyrazol-5-yl)bicyclo[3.1.0]hexan-3-yl)-2-thia-6-azaspiro[3.4]octane 2,2-dioxide IC1=NN(C(=C1)C1[C@H]2CC(C[C@@H]12)N1CC2(CS(C2)(=O)=O)CC1)C(C)C